tert-butyl 4-[2-methyl-4-({(1R)-1-[2-methyl-3-(trifluoromethyl)phenyl]ethyl}amino)pyrido[2,3-d]pyrimidin-6-yl]-3,6-dihydropyridine-1(2H)-carboxylate CC=1N=C(C2=C(N1)N=CC(=C2)C=2CCN(CC2)C(=O)OC(C)(C)C)N[C@H](C)C2=C(C(=CC=C2)C(F)(F)F)C